bromo-N-(2-(3-(5-fluoropyridin-2-yl)-1H-pyrazol-1-yl)ethyl)-2-naphthamide BrC1=C(C=CC2=CC=CC=C12)C(=O)NCCN1N=C(C=C1)C1=NC=C(C=C1)F